ClC1=NC=CC=C1CN1C(C2=CC=C(C=C2C=N1)SC=1C=NN(C1)C1CC1)=O 2-((2-chloropyridin-3-yl)methyl)-6-(1-cyclopropyl-1H-pyrazol-4-ylthio)phthalazin-1(2H)-one